IC1=CC=CC=C1 4-Iodobenzene